1'-(6-amino-5-((2-amino-3-chloro-pyridin-4-yl)thio)pyrazin-2-yl)-6-methoxy-1,3-dihydrospiro[indene-2,4'-piperidin]-1-amine NC1=C(N=CC(=N1)N1CCC2(CC1)C(C1=CC(=CC=C1C2)OC)N)SC2=C(C(=NC=C2)N)Cl